pyridazine-4-formamidine compound with trans-styrylsulfonyl chloride C(=C\C1=CC=CC=C1)/S(=O)(=O)Cl.N1=NC=C(C=C1)C(=N)N